CO[Si]1(N(CCC1)CCCCCC[Si](OC)(C)C)C 2-methoxy-2-methyl-N-(dimethylmethoxysilylhexyl)-1-aza-2-silacyclopentane